(1-(5-(benzyloxy)pyrimidin-2-yl)-4-(hydroxymethyl)piperidin-4-yl)carbamic acid tert-butyl ester C(C)(C)(C)OC(NC1(CCN(CC1)C1=NC=C(C=N1)OCC1=CC=CC=C1)CO)=O